naphthalenic amide C1(=CC=CC2=CC=CC=C12)C(=O)N